C(C)(C)N[C@H]1[C@H](CCCC1)OC=1C=C2CN(C(C2=CC1)=O)C1C(NC(CC1)=O)=O 3-(5-(((1S,2R)-2-(isopropylamino)cyclohexyl)oxy)-1-oxoisoindolin-2-yl)piperidine-2,6-dione